3-(2-hydroxyethyl)-5-(2-hydroxypropan-2-yl)-N,N-bis(4-methoxybenzyl)-benzenesulfonamide OCCC=1C=C(C=C(C1)C(C)(C)O)S(=O)(=O)N(CC1=CC=C(C=C1)OC)CC1=CC=C(C=C1)OC